FC=1C=C(C=CC1F)N1N=C(C=C1C)N1CCNCC1 1-[1-(3,4-difluorophenyl)-5-methyl-pyrazol-3-yl]piperazine